C(C)(C)(C)OC(=O)N1[C@H](CCC1)C[C@H](C(=O)OC)N (R)-2-((R)-2-amino-3-methoxy-3-oxopropyl)pyrrolidine-1-carboxylic acid tert-butyl ester